6-fluoro-4-methoxy-2-(5-bromo-2-pyrimidinyl)-5-trifluoromethylpyrimidine FC1=C(C(=NC(=N1)C1=NC=C(C=N1)Br)OC)C(F)(F)F